(R)-5-phenyl-5-[4-(trifluoromethyl)phenoxy]pentane-1-amine fumarate C(\C=C\C(=O)O)(=O)O.C1(=CC=CC=C1)[C@@H](CCCCN)OC1=CC=C(C=C1)C(F)(F)F